4-chloro-N-[[4-[6-[4-[[4-[4-[(2,6-dioxo-3-piperidyl)amino]phenyl]-1-piperidyl]methyl]phenyl]pyrrolo[2,1-f][1,2,4]triazin-4-yl]-2-methyl-phenyl]methyl]benzamide ClC1=CC=C(C(=O)NCC2=C(C=C(C=C2)C2=NC=NN3C2=CC(=C3)C3=CC=C(C=C3)CN3CCC(CC3)C3=CC=C(C=C3)NC3C(NC(CC3)=O)=O)C)C=C1